CO\N=C/1\CCCC2=CC(=CC=C12)OC (Z)-6-methoxy-3,4-dihydronaphthalen-1(2H)-one O-methyl oxime